(2S*)-2-[(tert-butoxycarbonyl)amino]-3-{4-[2-(dihydroxyboranyl)ethyl]-2-fluorophenyl}propanoic acid C(C)(C)(C)OC(=O)N[C@H](C(=O)O)CC1=C(C=C(C=C1)CCB(O)O)F |o1:8|